CC1=CC=C(C=C1)N(C1=CC=C(C=C1)N(C1=CC=CC=C1)C1=CC=C(C=C1)C)C1=CC=CC=C1 N,N'-di(4-methylphenyl)-N,N'-diphenyl-1,4-phenylenediamine